ClC1=CC(=C(C=C1)C1(OC2=C(O1)C=CC=C2C2CCN(CC2)CC=2N(C(=CN2)/C=C/C(=O)O)C2CC(C2)O)C)F (E)-3-(2-((4-(2-(4-chloro-2-fluorophenyl)-2-methylbenzo[d][1,3]dioxol-4-yl)piperidin-1-yl)methyl)-1-(3-hydroxycyclobutyl)-1H-imidazol-5-yl)acrylic acid